C(C)(C)(C)N([SiH3])C(C)(C)C N,N-di-tert-butylsilanamine